tert-butyl (2S,3S)-3-{[(2S)-1-methoxy-3-methyl-1-oxobutan-2-yl](methyl)carbamoyl}-2-{[(4-methylbenzenesulfonyl)oxy]methyl}pyrrolidine-1-carboxylate COC([C@H](C(C)C)N(C(=O)[C@@H]1[C@H](N(CC1)C(=O)OC(C)(C)C)COS(=O)(=O)C1=CC=C(C=C1)C)C)=O